COC1=C(C=NC=C1)C=1N(C(=C(N1)C1=CC=CC=C1)C1=CC=CC=C1)CCCN(C)C 3-(2-(4-METHOXYPYRIDIN-3-YL)-4,5-DIPHENYL-1H-IMIDAZOL-1-YL)-N,N-DIMETHYLPROPAN-1-AMINE